toluoyl acrylate C(C=C)(=O)OC(=O)C=1C(=CC=CC1)C